[Si](OCC)(OCC)(OCC)OC triethyl methyl orthosilicate